2-Chloro-8-[1-(3-fluoro-4-trifluoromethyl-benzyl)-1H-pyrazol-4-yl]-7-methyl-1-propyl-1,7-dihydro-purin-6-one ClC=1N(C(C=2N(C(=NC2N1)C=1C=NN(C1)CC1=CC(=C(C=C1)C(F)(F)F)F)C)=O)CCC